(1r,3r)-N-(4-chloro-5-cyclohexyl-1,3-thiazol-2-yl)-3-(cyanoamino)-1-fluoro-N-methylcyclobutane-1-carboxamide ClC=1N=C(SC1C1CCCCC1)N(C(=O)C1(CC(C1)NC#N)F)C